piperidinocyclononane N1(CCCCC1)C1CCCCCCCC1